6-(6-methylpyridin-3-yl)-7H-pyrrolo[2,3-d]pyrimidin CC1=CC=C(C=N1)C1=CC2=C(N=CN=C2)N1